C=C(C)C1=NN(C(=C1)C(=O)N1CC2(CN(C2)C(=O)OC(C)(C)C)C1)COCC[Si](C)(C)C tert-butyl 6-(3-(prop-1-en-2-yl)-1-((2-(trimethylsilyl)ethoxy)methyl)-1H-pyrazole-5-carbonyl)-2,6-diazaspiro[3.3]heptane-2-carboxylate